2-((5-((5-Methyl-1-(tetrahydro-2H-pyran-2-yl)-1H-indazol-4-yl)carbamoyl)thiazol-2-yl)amino)isonicotinic acid CC=1C(=C2C=NN(C2=CC1)C1OCCCC1)NC(=O)C1=CN=C(S1)NC=1C=C(C(=O)O)C=CN1